tert-butyl (1R,4R,5S)-5-(((Sa)-6-(2-cyanoethyl)-7-(2,3-dichlorophenyl)-8-fluoro-3-iodo-2-methylquinolin-4-yl)amino)-2-azabicyclo[2.1.1]hexane-2-carboxylate C(#N)CCC=1C=C2C(=C(C(=NC2=C(C1C1=C(C(=CC=C1)Cl)Cl)F)C)I)N[C@H]1[C@H]2CN([C@@H]1C2)C(=O)OC(C)(C)C